NC1=C(OCCOC2=C(C=CC=C2)N)C=CC=C1 1,2-Bis(o-Amino-phenoxy)ethan